ClC1=C(C=2N=C(N=C(C2C=N1)C=1C[C@H]2CC[C@@H](C1)N2C(=O)OC(C)(C)C)SC)F tert-Butyl (1R,5S)-3-(7-chloro-8-fluoro-2-(methylthio)pyrido[4,3-d]pyrimidin-4-yl)-8-azabicyclo[3.2.1]oct-3-ene-8-carboxylate